IC1=C(C(=O)O)C=C(C=C1)OC([2H])([2H])[2H] 2-iodo-5-(methoxy-d3)benzoic acid